(N-acetyl)ethylamine C(C)(=O)NCC